tetramethylcyclopentadienide CC1=C(C(=C([CH-]1)C)C)C